C(CCCCC(C)C)OC(CCCCCCCCCCC)=O lauric acid isooctyl ester